2-isopropylamino-2,4,4,6,6,8,8-heptamethylcyclotetrasiloxane C(C)(C)N[Si]1(O[Si](O[Si](O[Si](O1)(C)C)(C)C)(C)C)C